4-(4-methoxyphenyl)-5-methyl-1-phenyl-7,8-dihydro-3H,6H-2,2a,5a,8-tetraazaacenaphthylen-3-one COC1=CC=C(C=C1)C=1C(N2N=C(C=3NCCN(C1C)C32)C3=CC=CC=C3)=O